8-(6-methylpyridazin-3-yl)-3,8-diazabicyclo[3.2.1]octane bis-hydrochloride Cl.Cl.CC1=CC=C(N=N1)N1C2CNCC1CC2